FC1=CC=C(C=C1)N(C(=O)[C@H]1N([C@@H](CC1)C)C(=O)OC(C)(C)C)C (2S,5R)-tert-butyl 2-((4-fluorophenyl)(methyl)carbamoyl)-5-methylpyrrolidine-1-carboxylate